FC1=C(C=C(C=C1)C1OC2=CC=CC=C2CC1O)OC 2-(4-fluoro-3-methoxyphenyl)chroman-3-ol